(7R,14R)-11-(4-(1-aminocyclobutyl)-3-fluorophenyl)-6-(methyl-d3)-1-((triisopropylsilyl)ethynyl)-6,7-dihydro-7,14-methanobenzo[f]benzo[4,5]imidazo[1,2-a][1,4]diazocin-5(14H)-one NC1(CCC1)C1=C(C=C(C=C1)C1=CC2=C(N=C3N2[C@H]2C4=C(C(N([C@@H]3C2)C([2H])([2H])[2H])=O)C=CC=C4C#C[Si](C(C)C)(C(C)C)C(C)C)C=C1)F